C1(=CC=CC=C1)C=1N=C(OC1C1=CC=CC=C1)CCNC(OC)=O methyl N-[2-(4,5-diphenyloxazol-2-yl)ethyl]carbamate